C(CCC)[C@@]1(CS(C2=C(N(C1)C1=CC=CC=C1)C=C(C(=C2)CSC(C(=O)O)(C)C)SC)(=O)=O)C (S)-2-(((3-butyl-3-methyl-7-(methylthio)-1,1-dioxido-5-phenyl-2,3,4,5-tetrahydro-1,5-benzothiazepin-8-yl)methyl)thio)-2-methylpropanoic acid